BrC1=CC2=CN(N=C2C=C1OC)[C@H]1[C@@H](CC(CC1)=O)C (3R,4R)-4-(5-bromo-6-methoxy-2H-indazol-2-yl)-3-methylcyclohexan-1-one